2-methoxy-N-methyl-5-[3-[4-(trifluoromethyl)phenyl]sulfanylpyrazin-2-yl]benzenesulfonamide COC1=C(C=C(C=C1)C1=NC=CN=C1SC1=CC=C(C=C1)C(F)(F)F)S(=O)(=O)NC